ON1NN=C2C(=C1)C=CC=C2 3-hydroxy-1,2,3-benzotriazin